(2,1,3-benzothiadiazol-5-ylmethoxy)acetic acid N=1SN=C2C1C=CC(=C2)COCC(=O)O